methyl-(3R)-3-hydroxy-2-methylene-butanoate COC(C([C@@H](C)O)=C)=O